C(C)N(CCCOC1=C(C=C2C(=CC=NC2=C1)OC1=C(C=C(C=C1)NC(=O)C1([C@@H]([C@@H]1C)C)C(=O)NC1=CC=C(C=C1)F)F)OC)CC (1R,2R,3S)-N-(4-{[7-{[3-(Diethylamino)propyl]oxy}-6-(methyloxy)chinolin-4-yl]oxy}-3-fluorophenyl)-N'-(4-fluorophenyl)-2,3-dimethylcyclopropan-1,1-dicarboxamid